N1C=NC=2NCC(NC(C21)=O)=O 1H,4H,5H,6H,7H,8H-imidazo[4,5-e][1,4]diazepine-6,8-dione